N[C@H](C(=O)N[C@H](C(=O)O)CC1=CC(=C(C=C1)OC)OC)CC1=CC=CC=C1 (2S)-2-[[(2S)-2-amino-3-phenylpropionyl]amino]-3-(3,4-dimethoxyphenyl)propionic acid